OCCNC(C1=CC(=CC=C1)[C@@H](C)N1C=NC2=CC(=CC=C2C1=O)C1=CC=NN1C)=O (R)-N-(2-hydroxyethyl)-3-(1-(7-(1-methyl-1H-pyrazol-5-yl)-4-oxoquinazolin-3(4H)-yl)ethyl)benzamide